3-(4-((R)-3-(5-amino-9-fluoro-8-methoxy-[1,2,4]triazolo[1,5-c]quinazolin-2-yl)piperidin-1-yl)-1H-pyrazol-1-yl)butan-2-ol NC1=NC=2C=C(C(=CC2C=2N1N=C(N2)[C@H]2CN(CCC2)C=2C=NN(C2)C(C(C)O)C)F)OC